C(#N)N=S(=O)(N)C1=CC=C(C=C1)CNC1=C2C(=NC=C1)N(N=C2)CC N'-cyano-4-(((1-ethyl-1H-pyrazolo[3,4-b]pyridine-4-yl)amino)methyl)benzenesulfonimidamide